CN(CCCOC1=CC(=CC=C1)[C@@H]1NC[C@H](CC1)C)C N,N-dimethyl-3-(3-((2R,5S)-5-methylpiperidin-2-yl)Phenoxy)Propan-1-amine